2-(5-(bromomethyl)-3-nitro-1H-pyrazol-1-yl)ethan-1-amine BrCC1=CC(=NN1CCN)[N+](=O)[O-]